C(#N)N1C[C@]2(CC2C1)NC(=O)C=1SC(=CN1)C1=C(C=NC=C1)OC1=CC=C(C=C1)F N-((1R)-3-cyano-3-azabicyclo[3.1.0]hexan-1-yl)-5-(3-(4-fluorophenoxy)pyridin-4-yl)thiazole-2-carboxamide